(2S,4S)-2-((benzyloxy)methyl)-1,3-dioxolane-4-carboxylic acid C(C1=CC=CC=C1)OC[C@H]1OC[C@H](O1)C(=O)O